NCC(CCCCCCCN)N (aminomethyl)octane-1,8-diamine